(S)-5-(6-morpholino-4-((tetrahydrofuran-3-yl)sulfonyl)pyridin-2-yl)pyrimidin-2-amine O1CCN(CC1)C1=CC(=CC(=N1)C=1C=NC(=NC1)N)S(=O)(=O)[C@@H]1COCC1